(4-(diphenylamino)phenyl)boronic acid C1(=CC=CC=C1)N(C1=CC=C(C=C1)B(O)O)C1=CC=CC=C1